C1(=CC=CC=C1)C[C@@H](C(=O)O)NC(COCCOCCOCCOCCOCCOCCOCC#C)=O (2S)-3-phenyl-2-[[2-[2-[2-[2-[2-[2-(2-prop-2-ynoxyethoxy)ethoxy]ethoxy]ethoxy]ethoxy]ethoxy]acetyl]amino]propanoic acid